C(C)(C)(C)OC(=O)N1N=CC(=C1)/N=N/C=1C=NN(C1)C (E)-4-((1-methyl-1H-pyrazol-4-yl)azo)-1H-pyrazole-1-carboxylic acid tert-butyl ester